(Z)-3-((4-chloro-1-methyl-1H-pyrazol-5-yl)methyl)-2-(2-fluoro-3-(5-fluoro-1H-1,2,3-triazol-4-yl)allyl)isoindolin-1-one tert-butyl-3-azabicyclo-[3.1.0]hexane-3-carboxylate C(C)(C)(C)OC(=O)N1CC2CC2C1.ClC=1C=NN(C1CC1N(C(C2=CC=CC=C12)=O)C/C(=C/C=1N=NNC1F)/F)C